N,2-dihydroxy-5-nitrobenzamide-6-d ONC(C1=C(C=CC(=C1[2H])[N+](=O)[O-])O)=O